N-[4-(1-{[2-(trifluoromethoxy)phenyl]carbonyl}piperidin-4-yl)butyl]-1H-pyrrolo[3,2-c]pyridine-2-carboxamide FC(OC1=C(C=CC=C1)C(=O)N1CCC(CC1)CCCCNC(=O)C1=CC=2C=NC=CC2N1)(F)F